C(#N)C1=C(C=CC(=C1)F)SC=1C=2N(C=C(C1)C=1C=NN(C1C)C1CCC(CC1)NC)N=CC2C#N 4-((2-cyano-4-fluorophenyl)thio)-6-(5-methyl-1-((1s,4s)-4-(methylamino)cyclohexyl)-1H-pyrazol-4-yl)pyrazolo[1,5-a]pyridine-3-carbonitrile